3-(5-bromo-7-methyl-1-oxoisoindolin-2-yl)piperidine-2,6-dione BrC=1C=C2CN(C(C2=C(C1)C)=O)C1C(NC(CC1)=O)=O